FC1=CC(=C(C=C1C(NC1=NC=C(N=C1)N1[C@H](CCC1)C(F)(F)F)=O)NC(=O)C1=CN=C(S1)C)C N-[4-fluoro-2-methyl-5-[[5-[(2R)-2-(trifluoromethyl)pyrrolidin-1-yl]pyrazin-2-yl]carbamoyl]phenyl]-2-methyl-1,3-thiazole-5-carboxamide